CN(C1CCN(CC1)C1=C(C=C(C=N1)CC1=CN=C2C(=NC(=NN21)NC(CCC)CCC)N)C)C 7-((6-(4-(dimethylamino)piperidin-1-yl)-5-methyl-pyridin-3-yl)methyl)-N2-(heptan-4-yl)imidazo[2,1-f][1,2,4]triazine-2,4-diamine